acrylate (1-ethynyl cyclohexyl acrylate) C(#C)C1(CCCCC1)C(C(=O)O)=C.C(C=C)(=O)O